22R-hydroxycholesterol O[C@H](CCC(C)C)[C@@H](C)[C@H]1CC[C@H]2[C@@H]3CC=C4C[C@@H](O)CC[C@]4(C)[C@H]3CC[C@]12C